COC1=C(C=C(C=C1)C)N1C(C(OC2=C(C1)C=CC(=C2)C#N)C)=O 4-(2-methoxy-5-methylphenyl)-2-methyl-3-oxo-2,5-dihydro-1,4-benzoxazepine-8-carbonitrile